C(C)(C)(C)OC(CN1C(C2=CC(=CC=C2CC1)Br)=O)=O 2-(7-bromo-1-oxo-1,2,3,4-tetrahydroisoquinolin-2-yl)acetic acid tert-butyl ester